4,5-DIBROMO-3-METHYLTHIOPHENE-2-CARBALDEHYDE BrC=1C(=C(SC1Br)C=O)C